4-(3-hydroxy-4-iodo-phenyl)piperidine-1-carboxylic acid tert-butyl ester C(C)(C)(C)OC(=O)N1CCC(CC1)C1=CC(=C(C=C1)I)O